C[C@H]1[C@@H]([C@H]([C@H]([C@@H](O1)O[C@H](COP(=O)(O)O[C@@H]2[C@H]([C@H]([C@H](O[C@@H]2O[C@H]3[C@@H]([C@H](O[C@@H]([C@@H]3O)O)CO)O)CO)O)O)[C@H]([C@H](CO)O)O)O)O)O The molecule is a disaccharide phosphate consisting of alpha-D-galactosyl-(1->3)-alpha-D-glucose having a alpha-L-rhamnosyl-(1->4)-D-ribitol-5-phosphate moiety attached at the 2-position of the galactose via a phosphodiester linkage. It derives from a ribitol.